C1(CC1)OC1=C(C=C(C(=O)NC[C@](C)(O)C=2C=C3C(=C(N2)C2=CC=C(C=C2)F)OC[C@]3(C(F)(F)F)N3C=NN=C3)C=C1)OC 4-cyclopropoxy-N-((S)-2-((R)-7-(4-fluorophenyl)-3-(4H-1,2,4-triazol-4-yl)-3-(trifluoromethyl)-2,3-dihydrofuro[2,3-c]pyridin-5-yl)-2-hydroxypropyl)-3-methoxybenzamide